2-(2-methylphenyl)propionic acid CC1=C(C=CC=C1)C(C(=O)O)C